BrCC1=CC(=CC(=C1)Cl)Cl 1-(bromomethyl)-3,5-dichlorobenzene